ClC=1C=C(C=CC1F)C(C=1N(C(=C(N1)S(=O)(=O)Cl)C)COCC[Si](C)(C)C)NC1=NC(=C(C=C1)F)C 2-[(3-chloro-4-fluorophenyl)[(5-fluoro-6-methylpyridin-2-yl)amino]methyl]-5-methyl-1-{[2-(trimethylsilyl)ethoxy]methyl}-1H-imidazole-4-sulfonyl chloride